C(CC)(SC)=O S-METHYL PROPANETHIOATE